N-(4-cyanophenyl)prop-2-ynamide C(#N)C1=CC=C(C=C1)NC(C#C)=O